FC=1C=C(CN2C(=NC3=C2C=CC=C3)C3CCN(CC3)C(=O)C=3C=C2C=CN(C2=CC3)C=3C=NC=C(C3)F)C=CC1 (4-(1-(3-fluorobenzyl)-1H-benzo[d]imidazol-2-yl)piperidin-1-yl)(1-(5-fluoropyridin-3-yl)-1H-indol-5-yl)methanone